C(C)(C)N1CCC(CC1)NC=1C(=C(C=CC1)C=1C=C2C=CNC2=CC1C#N)C(F)(F)F 5-(((1-isopropylpiperidin-4-yl)amino)-2-(trifluoromethyl)phenyl)-1H-indole-6-carbonitrile